Cl.ClCC1=CC=C2C(=N1)ON=C2C 6-(chloromethyl)-3-methylisoxazolo[5,4-b]pyridine hydrochloride